N2-(tert-Butoxycarbonyl)-N5,N5-bis(2-((tert-butoxycarbonyl)amino)ethyl)-L-glutamine Methyl-N2-(tert-butoxycarbonyl)-N5,N5-bis(2-((tert-butoxycarbonyl)amino)ethyl)-L-glutaminate CN([C@@H](CCC(N(CCNC(=O)OC(C)(C)C)CCNC(=O)OC(C)(C)C)=O)C(=O)O)C(=O)OC(C)(C)C.C(C)(C)(C)OC(=O)N[C@@H](CCC(N(CCNC(=O)OC(C)(C)C)CCNC(=O)OC(C)(C)C)=O)C(=O)O